7-(3-{[(2R)-2,3-dihydroxypropoxy]amino}azetidin-1-yl)-6-fluoro-4-oxo-1-(1,3-thiazol-2-yl)-1,4-dihydro-1,8-naphthyridine-3-carboxylic acid O[C@@H](CONC1CN(C1)C1=C(C=C2C(C(=CN(C2=N1)C=1SC=CN1)C(=O)O)=O)F)CO